C1(CC1)C1=NN(C=N1)C1CC2(CN(C2)C(=O)N2CC3(C2)NC(OC3)=O)C1 2-[6-(3-cyclopropyl-1,2,4-triazol-1-yl)-2-azaspiro[3.3]heptane-2-carbonyl]-7-oxa-2,5-diazaspiro[3.4]octan-6-one